(S)-6-(3-Chloro-2-fluorobenzyl)-1-[2,2-dimethyl-(hydroxymethyl)propyl]-4-oxo-1,4-dihydroquinoline-3-carboxylic acid ClC=1C(=C(CC=2C=C3C(C(=CN(C3=CC2)CC(CCO)(C)C)C(=O)O)=O)C=CC1)F